FC=1C(=C(C=CC1)C(C)(C)O)OC 2-(3-fluoro-2-methoxyphenyl)propan-2-ol